1-methyl-2-oxo-3,4-dihydroquinoline-6-carboxylic acid CN1C(CCC2=CC(=CC=C12)C(=O)O)=O